C1(=CC=CC=C1)[C@H]1NC(OC1)=O (R)-4-phenyl-2-oxazolidinone